C(CCCCCCC\C=C/CCCCCCCC)[N+](C)(CCO)CCO oleyl-bis(2-hydroxyethyl)methyl-ammonium